ClC=1C=NC2=C(C=C(C=C2C1)CNC1=CC(=NC(=N1)C)C1(C(C1)C1=NC=CC(=N1)C)C(=O)N)F 6-(((3-chloro-8-fluoroquinolin-6-yl)methyl)amino)-2-methylpyrimidin-4-yl-2-(4-methylpyrimidin-2-yl)cyclopropane-1-carboxamide